N[C@@H](CCC)C1=CC=CC(=N1)C1=CC(=C2C=NN(C2=C1)C1=CC=CC(=N1)CO)COC(F)(F)F (S)-(6-(6-(6-(1-aminobutyl)pyridin-2-yl)-4-((trifluoromethoxy)methyl)-1H-indazol-1-yl)pyridin-2-yl)methanol